The molecule is a nucleotide-sugar oxoanion that is the conjugate base of UDP-alpha-D-galactosamine, arising from deprotonation of the diphosphate group and protonation of the amino group. It is a conjugate base of an UDP-alpha-D-galactosamine. C1=CN(C(=O)NC1=O)[C@H]2[C@@H]([C@@H]([C@H](O2)COP(=O)([O-])OP(=O)([O-])O[C@@H]3[C@@H]([C@H]([C@H]([C@H](O3)CO)O)O)[NH3+])O)O